Cl.C(C)SC=1C=C(C2=CC=CC=C2C1)C1(CC1)C=1C(=C(C(=O)N)C=CC1)C (1-(3-(ethylthio)naphthalen-1-yl)cyclopropyl)-2-methylbenzamide hydrochloride